2-(6-methoxynaphthalen-2-yl)-N-methylpropanamide COC=1C=C2C=CC(=CC2=CC1)C(C(=O)NC)C